CN(C)CC1CC2=CC=C(C=C2CC1)OCC1=CC=C(C=C1)C1=CC=C(C=C1)OC 2-(N,N-dimethylamino)methyl-6-(4'-methoxybiphenyl-4-yl)methoxytetrahydronaphthalene